C(=C)C1=C(C=CC=C1)P(=S)(SC1=CC=C(C=C1)Br)C1=CC=CC=C1 1-(4-bromophenyl) vinyldiphenylphosphindithioate